C(C(=C)C)(=O)Cl methacryloyl chloride